N-(4-(1,2,4,5-tetrazin-3-yl)benzyl)-6-((3',5'-dimethoxy-5-methyl-[1,1-biphenyl]-2-yl)sulfinyl)nicotinamide N1=NC(=NN=C1)C1=CC=C(CNC(C2=CN=C(C=C2)S(=O)C2=C(C=C(C=C2)C)C2=CC(=CC(=C2)OC)OC)=O)C=C1